C(C)(=O)NC=1N=C2N(N=C(C=C2)C=2C=NC(=C(C(=O)NC([2H])([2H])C3=C(C(=CC(=C3)F)F)OC3CCOCC3)C2)OC)C1 5-(2-acetamidoimidazo[1,2-b]pyridazin-6-yl)-N-((3,5-difluoro-2-((tetrahydro-2H-pyran-4-yl)oxy)phenyl)methyl-d2)-2-methoxynicotinamide